C1(CCC1)NC1=NC(=CC(=C1)C(=O)NC[C@@H](O)[C@H]1N(CC2=CC(=CC=C2C1)OCOC)C(=O)OC(C)(C)C)N1CCN(CC1)CC tert-butyl (3S)-3-[(1R)-2-[[2-(cyclobutylamino)-6-(4-ethylpiperazin-1-yl)pyridine-4-carbonyl]amino]-1-hydroxy-ethyl]-7-(methoxymethoxy)-3,4-dihydro-1H-isoquinoline-2-carboxylate